C(OC=1C=C(C=C(C1)OC([2H])([2H])[2H])N(C(C(NC(C)C)([2H])[2H])([2H])[2H])C=1C=C2N=C(C=NC2=CC1)C=1C=NN(C1)C)([2H])([2H])[2H] N-{3,5-Bis[(2H3)methyloxy]phenyl}-N'-(1-methylethyl)-N-[3-(1-methyl-1H-pyrazol-4-yl)quinoxalin-6-yl](2H4)ethane-1,2-diamine